ClC1=NC(=C2C(=N1)N(N=C2)[C@H]2[C@@H]([C@@H]([C@H](O2)CSCP(O)(O)=O)O)O)NCC2=C(C=CC=C2)Cl (((((2S,3S,4R,5R)-5-(6-chloro-4-((2-chlorobenzyl)amino)-1H-pyrazolo[3,4-d]pyrimidin-1-yl)-3,4-dihydroxytetrahydrofuran-2-yl)methyl)thio)methyl)phosphonic acid